1-(4-(6-chloro-8-fluoro-7-(3-hydroxynaphthalen-1-yl)-2-(((S)-1-methylpyrrolidin-2-yl)meth-oxy)quinazolin-4-yl)-6,6-difluoro-1,4-diazepan-1-yl)prop-2-en-1-one ClC=1C=C2C(=NC(=NC2=C(C1C1=CC(=CC2=CC=CC=C12)O)F)OC[C@H]1N(CCC1)C)N1CCN(CC(C1)(F)F)C(C=C)=O